CN1CNS(CCC1=O)(=O)=O 4-methyl-1,2,4-thiadiazepan-5-one-1,1-dioxide